ClC1=CC=C(C=C1)[C@H]([C@@H](C(=O)O)C)N1C(C2=C(C=C(C=C2C1=O)C(CC)(C1CCOCC1)O)F)(OC)C1=CC=C(C=C1)Cl (2S,3S)-3-(4-chlorophenyl)-3-[1-(4-chlorophenyl)-7-fluoro-5-[1-hydroxy-1-(oxan-4-yl)propyl]-1-methoxy-3-oxo-2,3-dihydro-1H-isoindol-2-yl]-2-methylpropanoic acid